BrC=1C=C(C2=CN(N=C2C1CC)CC(=O)OCC)Cl ethyl 2-(6-bromo-4-chloro-7-ethyl-2H-indazol-2-yl)acetate